C(CCCCCCCCCC)N1C=NC2=C1C=CC=C2 1-undecylbenzimidazole